tert-Butyl ((2-((2,2-difluoro-5-oxopentyl)oxy)-4-methylphenyl)sulfonyl)-L-prolinate FC(COC1=C(C=CC(=C1)C)S(=O)(=O)N1[C@@H](CCC1)C(=O)OC(C)(C)C)(CCC=O)F